ClC1=CC2=C(N(C(=N2)O)C2CCNCC2)C=C1 5-chloro-1-(piperidin-4-yl)-1H-benzo[d]imidazol-2-ol